[(2R,3R,4R,5R,6R)-5-acetamido-3,4-diacetoxy-6-(5-hydroxypentoxy)tetrahydropyran-2-yl]methyl acetate C(C)(=O)OC[C@H]1O[C@H]([C@@H]([C@H]([C@H]1OC(C)=O)OC(C)=O)NC(C)=O)OCCCCCO